FC1([C@H]([C@@H]([C@@H]2[C@H](OC([C@@]2(C1)O)=O)C)\C=C\C1=NC=C(C=C1)B1OC(C(O1)(C)C)(C)C)C)F (3R,3aR,4R,5S,7aS)-6,6-difluoro-7a-hydroxy-3,5-dimethyl-4-((E)-2-(5-(4,4,5,5-tetramethyl-1,3,2-dioxaborolan-2-yl)pyridin-2-yl)vinyl)hexahydroisobenzofuran-1(3H)-one